L-2-amino-5,7-naphthalenedisulfonic acid NC1=CC=2C=C(C=C(C2C=C1)S(=O)(=O)O)S(=O)(=O)O